2-((S)-4-(7-(8-ethynyl-7-fluoro-3-hydroxynaphth-1-yl)-8-fluoro-2-(((2R,7aS)-2-fluorotetrahydro-1H-pyrrolizin-7a(5H)-yl)methoxy)quinazolin-4-yl)piperazin-2-yl)acetonitrile C(#C)C=1C(=CC=C2C=C(C=C(C12)C1=CC=C2C(=NC(=NC2=C1F)OC[C@]12CCCN2C[C@@H](C1)F)N1C[C@@H](NCC1)CC#N)O)F